ClC1=CC=C(O1)C1C(=NN(C1(C(=O)NCC1(CCN(CC1)C)OC)C)C1=C(C=C(C=C1)F)F)C1=C(C=C(C=C1)F)F 4-(5-chlorofuran-2-yl)-1,3-bis(2,4-difluorophenyl)-N-((4-methoxy-1-methyl-piperidin-4-yl)methyl)-5-methyl-4,5-dihydro-1H-pyrazole-5-carboxamide